OCC(COC(CC(C)=O)=O)(CC)COC(CC(C)=O)=O.BrC1=NN(C(=C1Br)Br)CCOCCOC 3,4,5-tribromo-1-[2-(2-methoxyethoxy)ethyl]pyrazole [2-(hydroxymethyl)-2-(3-oxobutanoyloxymethyl)butyl]3-oxobutanoate